CN(C1=CC=C(C=C1)C1=CC=C(S1)C=O)C 5-[4-(dimethylamino)phenyl]thiophene-2-carbaldehyde